3-amino-2,6-difluorobenzoic acid NC=1C(=C(C(=O)O)C(=CC1)F)F